5,5'-hexamethylenebis[1-(4-vinylbenzyl)-1H-tetrazole] C(=C)C1=CC=C(CN2N=NN=C2CCCCCCC2=NN=NN2CC2=CC=C(C=C2)C=C)C=C1